2-[1-(4,5-dichloro-6-oxo-pyridazin-1-yl)ethyl]-6-methyl-N-[2-(2-pyridyl)ethyl]-3H-benzimidazole-5-sulfonamide ClC=1C=NN(C(C1Cl)=O)C(C)C=1NC2=C(N1)C=C(C(=C2)S(=O)(=O)NCCC2=NC=CC=C2)C